Cl.C1(CC1)C1=NNC(=C1)NC=1N=C(C2=C(N1)C=C(O2)C(=O)NC)N2CCOCC2 2-((3-cyclopropyl-1H-pyrazol-5-yl)amino)-N-methyl-4-morpholinofuro[3,2-d]pyrimidine-6-carboxamide hydrochloride